5-chloro-2-((6-fluoro-2-methylpyridin-3-yl)oxy)-4-(trifluoromethyl)benzamide ClC=1C(=CC(=C(C(=O)N)C1)OC=1C(=NC(=CC1)F)C)C(F)(F)F